coumaroyl-L-serine C(\C=C\C1=CC=C(C=C1)O)(=O)N[C@@H](CO)C(=O)O